Methoxymethyl-(R)-2-((((9H-fluoren-9-yl)methoxy)carbonyl)amino)-3-(3-iodo-4-(methoxy-methoxy)phenyl)propanoat COCOC([C@@H](CC1=CC(=C(C=C1)OCOC)I)NC(=O)OCC1C2=CC=CC=C2C=2C=CC=CC12)=O